ClCCCCCCOCCOCCNC(C1=CC=C(C(=O)NCC#C)C=C1)=O N1-(2-(2-((6-chlorohexyl)oxy)ethoxy)ethyl)-N4-(prop-2-yn-1-yl)terephthalamide